3-(7-bromo-5-((4-(1-(4-(5,7-dimethoxy-4-oxo-3,4-dihydroquinazolin-2-yl)phenyl)piperidin-4-yl)piperazin-1-yl)methyl)-1-oxoisoindolin-2-yl)piperidine-2,6-dione BrC=1C=C(C=C2CN(C(C12)=O)C1C(NC(CC1)=O)=O)CN1CCN(CC1)C1CCN(CC1)C1=CC=C(C=C1)C1=NC2=CC(=CC(=C2C(N1)=O)OC)OC